CC(C=C)(O[SiH](C)C)C (1,1-dimethyl-2-propenyl-oxy)dimethylsilane